(R)-N-(1-(3-(difluoromethyl)-2-fluorophenyl)ethyl)-1-(1-(difluoromethyl)cyclopropyl)-4-(((3-hydroxybicyclo[1.1.1]pentan-1-yl)methyl)amino)-6-oxo-1,6-dihydropyridine-3-carboxamide FC(C=1C(=C(C=CC1)[C@@H](C)NC(=O)C1=CN(C(C=C1NCC12CC(C1)(C2)O)=O)C2(CC2)C(F)F)F)F